(4-((5-chloro-4-(1-isopropyl-1H-pyrazol-4-yl)pyrimidin-2-yl)amino)-2-fluoro-5-methoxyphenyl)(morpholino)methanone ClC=1C(=NC(=NC1)NC1=CC(=C(C=C1OC)C(=O)N1CCOCC1)F)C=1C=NN(C1)C(C)C